BrCCCCCC(=O)OC(CCCCCCCC)CCCCCCCC 1-octylnonyl 6-bromohexanoate